OC(C(=O)N1CCOCC1)C1=CC=C(C=C1)NC([C@H](C)NC([C@H](C)NC(OC(C)(C)C)=O)=O)=O tert-butyl ((2S)-1-(((2S)-1-((4-(1-hydroxy-2-morpholino-2-oxoethyl)phenyl)amino)-1-oxopropan-2-yl)amino)-1-oxopropan-2-yl)carbamate